N1(C=NC=C1)C(=O)C=1C=NC=CC1 imidazole-1-yl-pyridine-3-yl-methanone